[3-chloro-4-(2-methoxyethoxy)phenyl]boronic acid ClC=1C=C(C=CC1OCCOC)B(O)O